C(C1=CC=CC=C1)OC1=C(C=CC=C1Cl)C1=CC=C2CCC(C2=C1)C(=O)O 6-(2-(benzyloxy)-3-chlorophenyl)-2,3-dihydro-1H-indene-1-carboxylic acid